The molecule is a biflavonoid found in Rheedia edulis and Garcinia livingstonei. It has a role as a plant metabolite. It is a biflavonoid, a hydroxyflavone and a hydroxyflavanone. C1=CC(=CC=C1[C@H]2[C@@H](C(=O)C3=C(C=C(C=C3O2)O)O)C4=C(C=C(C5=C4OC(=CC5=O)C6=CC(=C(C=C6)O)O)O)O)O